FC1(CC(C1)C(C)O)F 1-(3,3-difluorocyclobutyl)ethanol